2-(4,4-difluoropiperidin-1-yl)-6-methoxy-N-((1-methylpiperidin-4-yl)methyl)-7-(3-(pyrrolidin-1-yl)propoxy)quinazolin-4-amine FC1(CCN(CC1)C1=NC2=CC(=C(C=C2C(=N1)NCC1CCN(CC1)C)OC)OCCCN1CCCC1)F